ISOBUTYL PROPIONATE C(CC)(=O)OCC(C)C